3-(3,4,5-trimethoxybenzyl)-naphtho[2,3-d]isoxazole-4,9-dione COC=1C=C(CC2=NOC3=C2C(C=2C=CC=CC2C3=O)=O)C=C(C1OC)OC